tert-butyl (cis)-2-(4-bromo-3-fluorophenyl)-4-hydroxypyrrolidine-1-carboxylate BrC1=C(C=C(C=C1)[C@@H]1N(C[C@@H](C1)O)C(=O)OC(C)(C)C)F